C(C)NC(C(C)N1CCC(CC1)C=O)=O N-ETHYL-2-(4-FORMYLPIPERIDIN-1-YL)PROPANAMIDE